isopropyl-tertiary-butanol acetate C(C)(=O)OC(CC(C)C)(C)C